(5r,8r)-1-oxo-2-(propan-2-yl-2-azaspiro[4.5]dec-8-yl)-4H-[1,2,4]triazolo[4,3-a][1]benzazepin-5(6H)-one O=C1N(N=C2N1C1=C(CC(C2)=O)C=CC=C1)C1CCC2(CCNC2C(C)C)CC1